[N+](=O)(O)[O-].NC(=O)N urea, nitrate salt